2,4-dichloro-6-(3,5-dichlorophenyl)-1,3,5-triazine ClC1=NC(=NC(=N1)Cl)C1=CC(=CC(=C1)Cl)Cl